pyrido[3,2-b]indole-3,7-dicarboxamide N1=CC(=CC=2NC=3C=C(C=CC3C21)C(=O)N)C(=O)N